1,3,5-trihydroxy-2-(3-methylbut-2-enyl)xanthen-9-one methyl-4-amino-1-methylimidazo[1,5-a]pyrido[3,4-e]pyrazine-8-carboxylate COC(=O)C1=CC2=C(N=C(C=3N2C(=NC3)C)N)C=N1.OC1=C(C(=CC=3OC2=C(C=CC=C2C(C13)=O)O)O)CC=C(C)C